BrC=1C(=C2C(=NC1)NCC21CCC1)Cl 5'-Bromo-4'-chloro-1',2'-dihydrospiro[cyclobutane-1,3'-pyrrolo[2,3-b]pyridine]